C(CCC)C1=NC2(C(N1CC1=CC=C(C=C1)C1=C(C=CC=C1)C#N)=O)CCCC2 2-n-butyl-3-[[2'-cyanobiphenyl-4-yl]methyl]-1,3-diazaspiro-[4.4]non-1-ene-4-one